(S)-4,5-dimethyl-2-(((6-((6-(trifluoromethyl)pyridin-3-yl)oxy)pyridin-3-yl)methyl)amino)-4,5,9,10-tetrahydro-6H,8H-pyrido[3,2,1-de]pteridin-6-one CN1[C@H](C(N2C3=C(N=C(N=C13)NCC=1C=NC(=CC1)OC=1C=NC(=CC1)C(F)(F)F)CCC2)=O)C